(R)-(3-Aminopiperidin-1-yl)(3-methyl-2-(1-(pyrazin-2-ylmethyl)-1H-indol-2-yl)imidazo[1,2-a]pyridin-7-yl)methanone N[C@H]1CN(CCC1)C(=O)C1=CC=2N(C=C1)C(=C(N2)C=2N(C1=CC=CC=C1C2)CC2=NC=CN=C2)C